ClC=1C=C(C(=NC1)OC1=C(C(=CC=C1)F)C1=CC(=NO1)C(F)F)C#N 5-chloro-2-[2-[3-(difluoromethyl)isoxazol-5-yl]-3-fluoro-phenoxy]pyridine-3-carbonitrile